N1=CC=C(C=C1)C(CO)CO 2-(pyridin-4-yl)-1,3-propanediol